NC1=NC(=C(C=2N1C(N(N2)CC=2N=NC=CC2)=O)C2=CC(=NC(=C2)C)CO)C2=CC=C(C=C2)F 5-amino-7-(4-fluorophenyl)-8-[2-(hydroxymethyl)-6-methyl-4-pyridyl]-2-(pyridazin-3-ylmethyl)-[1,2,4]triazolo[4,3-c]pyrimidin-3-one